(R)-3-(5-((4-cyanobenzyl)oxy)-2-methylbenzofuran-3-carboxamido)pyrrolidine-1-carboxylic acid tert-butyl ester C(C)(C)(C)OC(=O)N1C[C@@H](CC1)NC(=O)C1=C(OC2=C1C=C(C=C2)OCC2=CC=C(C=C2)C#N)C